C(C)(C)NS(=O)(=O)C1=CC=C(C=C1)N1C=CC2=C1N=C(N=C2)NC2=C(C=C(C=C2)N2CCN(CC2)C)OC N-isoPropyl-4-(2-((2-methoxy-4-(4-methylpiperazin-1-yl)phenyl)amino)-7H-pyrrolo[2,3-d]pyrimidin-7-yl)benzenesulfonamide